[5-(2-methoxy-ethoxy)-pyridin-3-yl]-methanol COCCOC=1C=C(C=NC1)CO